2,5-diamino-benzenesulfonic acid NC1=C(C=C(C=C1)N)S(=O)(=O)O